C(N)(=N)C1=NC=NC(=N1)C(N)=N 2,4-diamidino-sym-triazine